C(=O)O.ClC=1N=C(N2C1C(=CC(=C2)S(=O)(=O)NC2(CC2)C)N2CCC1(CNC1)CC2)C=2SC(=NN2)C(F)F 1-chloro-3-(5-(difluoromethyl)-1,3,4-thiadiazol-2-yl)-N-(1-methylcyclopropyl)-8-(2,7-diazaspiro[3.5]nonan-7-yl)imidazo[1,5-a]pyridine-6-sulfonamide formate